(S*)-N5-((1R,5S,6r)-3-Oxabicyclo[3.1.0]hexan-6-yl)-3-(4-fluorophenyl)-N7-methyl-2,3-dihydrobenzofuran-5,7-dicarboxamid [C@H]12COC[C@@H]2C1NC(=O)C=1C=C(C2=C([C@@H](CO2)C2=CC=C(C=C2)F)C1)C(=O)NC |o1:14|